ClC=1C=C(C=C(C1)C(F)(F)F)C1=C([N+](=C2N(C1=O)C=CC=C2)CC=2C=NC=NC2)[O-].FC2=C(C(=C(C(=C2[B-](C2=C(C(=C(C(=C2F)F)F)F)F)(C2=C(C(=C(C(=C2F)F)F)F)F)C2=C(C(=C(C(=C2F)F)F)F)F)F)F)F)F.C(CCCCCCCCCCCCCCC)[NH+](CCCCCCCCCCCCCCCC)C2=CC=CC=C2 N,N-dihexadecylphenylammonium tetrakis(pentafluorophenyl)borate 3-[3-chloro-5-(trifluoromethyl)phenyl]-4-oxo-1-(pyrimidin-5-ylmethyl)pyrido[1,2-a]pyrimidin-1-ium-2-olate